1,1,1,3,3,3-Hexafluoropropan-2-yl 1-(2-(4-(methylsulfonamido) piperidin-1-yl)-4-(trifluoromethyl) benzyl)-1,8-diazaspiro[4.5]decane-8-carboxylate CS(=O)(=O)NC1CCN(CC1)C1=C(CN2CCCC23CCN(CC3)C(=O)OC(C(F)(F)F)C(F)(F)F)C=CC(=C1)C(F)(F)F